C(C)(=O)C1CCC(CC1)CNC(OC(C)(C)C)=O tert-butyl [(1r,4r)-4-acetylcyclohexyl]methylcarbamate